CCCCCCCCCCCCCCCCCCCCCC(=O)N[C@@H](CO[C@H]1[C@@H]([C@H]([C@@H]([C@H](O1)CO)O)O)O)[C@@H](/C=C/CCCCCCCCCCCCC)O The molecule is a beta-D-glucosylceramide where the ceramide N-acyl group is specified as docosanoyl. It has a role as a mouse metabolite. It derives from a docosanoic acid.